C(C)N(C=1C=C(C=C(C1C)C(=O)OC)C=1C=CC(=NC1)N1CCN(CC1)C(=O)OC(C)(C)C)C1CCOCC1 tert-Butyl 4-(5-(3-(ethyl(tetrahydro-2H-pyran-4-yl)amino)-5-(methoxycarbonyl)-4-methylphenyl)pyridin-2-yl)piperazine-1-carboxylate